NC1=CC2=CN(N=C2C=C1C1=CC=NN1C1OCCCC1)CCC(C)(O)C 4-(5-amino-6-(1-(tetrahydro-2H-pyran-2-yl)-1H-pyrazol-5-yl)-2H-indazol-2-yl)-2-methylbutan-2-ol